NC1CC2CCC(C1)N2C2=CC(=C(C(=N2)C2=CC(=C(C#N)C=C2)F)C2=CC1=C(C(=NO1)C)C=C2F)O 4-(6-(3-amino-8-azabicyclo[3.2.1]octane-8-yl)-3-(5-fluoro-3-methylbenzo[d]isoxazol-6-yl)-4-hydroxypyridin-2-yl)-2-fluorobenzonitrile